N-(benzo[d]thiazol-2-yl)-2-((4-methylphenyl)sulfonamido)-4-(trifluoromethyl)benzamide S1C(=NC2=C1C=CC=C2)NC(C2=C(C=C(C=C2)C(F)(F)F)NS(=O)(=O)C2=CC=C(C=C2)C)=O